ClC1=C(C(=CC=C1)Cl)N1N=C(C(=C1)NC=1C=NC(=CC1)CC(=O)N1CC(C1)F)C(=O)N 1-(2,6-dichlorophenyl)-4-((6-(2-(3-fluoroazetidin-1-yl)-2-oxoethyl)pyridin-3-yl)amino)-1H-pyrazole-3-carboxamide